COC=1C=NC2=CC=C(C=C2N1)C#N 3-methoxyquinoxaline-6-carbonitrile